COC1=C(C=C(C=C1)OC1=CC=C(C=C1)C(F)(F)F)NC(=O)C12SCCN1C(CC2)=O N-(2-Methoxy-5-(4-(trifluoromethyl)phenoxy)phenyl)-5-oxotetrahydropyrrolo-[2,1-b]thiazole-7a(5H)-carboxamide